CN1N=CC2=C1N(CCC2NCC=2C(=NC(=NC2)SC)NC)C(=O)OC(C)(C)C tert-butyl 1-methyl-4-[[4-(methylamino)-2-methylsulfanyl-pyrimidin-5-yl]methylamino]-5,6-dihydro-4H-pyrazolo[3,4-b]pyridine-7-carboxylate